2-ethyl-4-[1-methyl-4-(trifluoromethyl)imidazol-2-yl]benzoate C(C)C1=C(C(=O)[O-])C=CC(=C1)C=1N(C=C(N1)C(F)(F)F)C